4-Fluoro-N-(1-(1-((R)-4-(hydroxyamino)-4-oxo-1-(5,6,7,8-tetrahydronaphthalin-2-yl)butan-2-yl)-1H-1,2,3-triazol-4-yl)ethyl)benzamid FC1=CC=C(C(=O)NC(C)C=2N=NN(C2)[C@H](CC2=CC=3CCCCC3C=C2)CC(=O)NO)C=C1